8-(3-(difluoromethyl)azetidin-1-yl)-5-isopropyl-2,7-naphthyridin FC(C1CN(C1)C=1N=CC(=C2C=CN=CC12)C(C)C)F